COC([C@@H](COC1=C(C=CC(=C1)C(F)(F)F)C1OC2=C(C=CC=C2C(C1)=O)Cl)NS(=O)(=O)CC)=O.FC(C(F)(F)F)(C=1C=NC=CC1)F 3-(pentafluoroethyl)pyridine Methyl-(2R)-3-[2-(8-chloro-4-oxo-chroman-2-yl)-5-(trifluoromethyl)phenoxy]-2-(ethylsulfonylamino)propanoate